9-((1r,4r)-4-((tert-butyldiphenylsilyl)oxy)cyclohexyl)-N-(7-methyl-[1,2,4]triazolo[1,5-a]pyridin-6-yl)-7,9-dihydro-6H-imidazo[2,1-f]purin-2-amine [Si](C1=CC=CC=C1)(C1=CC=CC=C1)(C(C)(C)C)OC1CCC(CC1)N1C=2N=C(N=CC2N2C1=NCC2)NC=2C(=CC=1N(C2)N=CN1)C